2-fluoro-1-(3-(3-((2-(trifluoromethyl)phenyl)ethynyl)-1H-pyrazolo[3,4-b]pyridin-1-yl)azetidin-1-yl)propan-2-en-1-one FC(C(=O)N1CC(C1)N1N=C(C=2C1=NC=CC2)C#CC2=C(C=CC=C2)C(F)(F)F)=C